(rac)-(trans)-3-amino-1-(N-((1-aminocyclopropyl)methyl)sulfamoyl)-4-(3-boronopropyl)pyrrolidine-3-carboxylic Acid, 2,2,2-trifluoroacetic Acid Salt FC(C(=O)O)(F)F.N[C@@]1(CN(C[C@H]1CCCB(O)O)S(NCC1(CC1)N)(=O)=O)C(=O)O |r|